C(#N)C1=CC(=C(C(=O)NC=2C(=NC(=CC2)OC)C)C=C1)NC1=C(C=C(C=C1)F)C(C)C 4-cyano-2-((4-fluoro-2-isopropylphenyl)amino)-N-(6-methoxy-2-methylpyridin-3-yl)benzamide